Cl.O1C=NC2=C1C=CC(=C2)C2=CC=C(S2)CN2C(NN=C2)=O 4-[5-(1,3-benzooxazol-5-yl)thiophen-2-yl]methyl-2,4-dihydro-3H-1,2,4-triazol-3-one hydrochloride